FC(S(=O)(=O)OCC(C)(C)F)(F)F (2-fluoro-2-methylpropyl) trifluoro-methanesulfonate